SCCC[SiH2]OC γ-mercaptopropylmethoxysilane